CC1=CC(=C(C=C1)S(=O)(=O)NC(OCCCC)=O)N1CCN(CC1)CC1=NC2=C(N1C)C=CC=C2 butyl N-[4-methyl-2-[4-[(1-methyl-benzimidazol-2-yl)-methyl]piperazin-1-yl]phenyl]sulfonylcarbamate